4-((S)-3-(1,3-dioxoisoindolin-2-yl)-1-oxo-1-(thieno[2,3-c]pyridin-2-ylamino)propan-2-yl)benzyl (1r,3S)-3-(nitrooxy)cyclobutane-1-carboxylate [N+](=O)([O-])OC1CC(C1)C(=O)OCC1=CC=C(C=C1)[C@H](C(NC1=CC=2C(=CN=CC2)S1)=O)CN1C(C2=CC=CC=C2C1=O)=O